NCCCCNC(=O)C1=CC=C(C=C1)NC(=O)N1C=CC2=C1N=CN=C2N(C)[C@H]2CN(CC[C@H]2C)C(CC#N)=O N-[4-(4-aminobutylcarbamoyl)phenyl]-4-[[(3R,4R)-1-(2-cyanoacetyl)-4-methyl-3-piperidinyl]-methyl-amino]pyrrolo[2,3-d]pyrimidine-7-carboxamide